5-[4-(tert-butoxycarbonyl)piperazin-1-yl]-3-(2-methoxyethoxy)cinnoline-8-carboxylic acid C(C)(C)(C)OC(=O)N1CCN(CC1)C1=C2C=C(N=NC2=C(C=C1)C(=O)O)OCCOC